BrC1=CC=CC2=C1OCC=1C2=NN(C1)C1COC1 6-bromo-2-(oxetan-3-yl)-2,4-dihydro-chromeno[4,3-c]Pyrazole